2,8-dioctyl-anthra[1,2-b:5,6-b']dithiophene C(CCCCCCC)C1=CC2=C(S1)C1=CC=3C=CC4=C(SC(=C4)CCCCCCCC)C3C=C1C=C2